COC1=CC=C(C=C1OC)C1=NC2=CC=CC=C2C=C1C(=O)N 4,5-dimethoxyphenyl-quinoline-3-carboxamide